9-(3,6-bis(4-(3,6-dimethyl-9H-carbazol-9-yl)phenyl)-4-(2-(4,6-diphenyl-1,3,5-triazin-2-yl)phenyl)pyridin-2-yl)-9H-pyrido[3,4-b]indole CC=1C=CC=2N(C3=CC=C(C=C3C2C1)C)C1=CC=C(C=C1)C=1C(=NC(=CC1C1=C(C=CC=C1)C1=NC(=NC(=N1)C1=CC=CC=C1)C1=CC=CC=C1)C1=CC=C(C=C1)N1C2=CC=C(C=C2C=2C=C(C=CC12)C)C)N1C2=C(C3=CC=CC=C13)C=CN=C2